(S)-3-((1S,3S)-1-(2,6-difluoro-4-((1-(3-fluoropropyl)azetidin-3-yl)amino)phenyl)-6-fluoro-3-methyl-1,3,4,9-tetrahydro-2H-pyrido[3,4-b]indol-2-yl)-2-fluoro-2-methylpropan-1-ol FC1=C(C(=CC(=C1)NC1CN(C1)CCCF)F)[C@@H]1N([C@H](CC2=C1NC1=CC=C(C=C21)F)C)C[C@](CO)(C)F